ClC=1C=C(C=CC1)[C@@H](CN1C[C@H](CCC1)COC1=CC=C(C=C1)S(=O)(=O)C)O (S)-1-(3-chlorophenyl)-2-((S)-3-((4-(methylsulfonyl)phenoxy)methyl)piperidin-1-yl)ethan-1-ol